7-fluoro-2-(piperidin-2-yl)quinoline FC1=CC=C2C=CC(=NC2=C1)C1NCCCC1